COC(CCC1=CC(=CC=C1)C(=O)C1=CN=C(N1)C1=CC(=CC=C1)OC=1C(=C2C=CNC2=CC1F)F)=O.N1C2(CC1)NCC2 azetidinespiroazetidine Methyl-3-(3-(2-(3-((4,6-difluoro-1H-indol-5-yl)oxy)phenyl)-1H-imidazole-5-carbonyl)phenyl)propanoate